2,6-dibenzyloxy-3-[7-(4,4,5,5-tetramethyl-1,3,2-dioxaborolan-2-yl)-2-naphthyl]pyridine C(C1=CC=CC=C1)OC1=NC(=CC=C1C1=CC2=CC(=CC=C2C=C1)B1OC(C(O1)(C)C)(C)C)OCC1=CC=CC=C1